C(N)(OC=1SC2=C(N1)C=C(C=C2)N(C(=O)NC2=CC=C(C=C2)Cl)CCN2C(COCC2)=O)=O (5-{3-(4-chlorophenyl)-1-[2-(3-oxomorpholin-4-yl) ethyl] ureido} benzo[d]thiazol-2-yl) carbamate